ClC=1C(=CC(=C(C1)NC1=NC=NC2=CC(=C(C=C12)OC1CCN(CC1)C(C=C)=O)OC)C(C)(C)O)OCC1=NC=CC=C1 1-(4-((4-((5-chloro-2-(2-hydroxypropan-2-yl)-4-(pyridin-2-ylmethoxy)phenyl)amino)-7-methoxyquinazolin-6-yl)oxy)piperidin-1-yl)prop-2-en-1-one